(2R)-2-{[2-(3-cyanophenyl)[1,2,4]triazolo[1,5-c]quinazolin-5-yl]amino}butanamide C(#N)C=1C=C(C=CC1)C1=NN2C(=NC=3C=CC=CC3C2=N1)N[C@@H](C(=O)N)CC